C(C)C(CNC1=CC(=CC=C1)C(C)C)CCCC 2-ethylhexyl-m-isopropyl-aniline